2-[(methoxycarbonylmethyl)]aminopyrimidin-5-ylboronic acid COC(=O)CNC1=NC=C(C=N1)B(O)O